6-(2-(5-fluoropyrimidin-2-yl)cyclobutyl)-4-oxo-4,5-dihydro-1H-pyrazolo[3,4-d]pyrimidine-3-carbonitrile FC=1C=NC(=NC1)C1C(CC1)C=1NC(C2=C(N1)NN=C2C#N)=O